trifluoro-ethoxy-zinc picolinate N1=C(C=CC=C1)C(=O)[O-].FC(CO[Zn+])(F)F